(3aR,10aR)-ethyl 7,10a-dimethyl-8-((3,4,5-trifluorophenyl)carbamoyl)-3a,4,10,10a-tetrahydro-1H,7H-dipyrrolo[3,4-b:3',4'-f][1,4,5]oxathiazocine-2(3H)-carboxylate 5,5-dioxide CN1C(=C2OC[C@]3([C@@H](NS(C2=C1)(=O)=O)CN(C3)C(=O)OCC)C)C(NC3=CC(=C(C(=C3)F)F)F)=O